FC(C1CN(C1)C1=CC=C(C=C1)C1CN(C1)C(=O)N1C[C@@H]2[C@@H](OCC(N2)=O)CC1)(F)F (4aR,8aS)-6-(3-(4-(3-(Trifluoromethyl)azetidin-1-yl)phenyl)azetidine-1-carbonyl)hexahydro-2H-pyrido[4,3-b][1,4]oxazin-3(4H)-one